NC=1N=NC(=CC1C1=CC=C(C=C1)N1CCN(CC1)CC(=O)OC(C)(C)C)C=1C(=NC=CC1)OC tert-butyl 2-(4-(4-(3-amino-6-(2-methoxypyridin-3-yl)pyridazin-4-yl)phenyl)piperazin-1-yl)acetate